CC1(C2=CC=CC=C2N(C=2C=CC=CC12)C1=CC=C(C=C1)B(O)O)C 4-(9,9-dimethyl-9,10-dihydroacridin-10-yl)phenylboronic acid